C1(=CC=CC=C1)S(=O)(=O)[O-].C(C1=CC=CC=C1)[SH+]CC1=CC=C(C=C1)O benzyl-(4-hydroxyphenyl)methylsulfonium benzenesulfonate